FC(C1OC(OC1C(F)(F)F)=O)(F)F 4,5-bistrifluoromethyl-1,3-dioxolan-2-one